N[C@@H](C[C@H](C1=CN=CS1)SC1=C(C#N)C=CC(=C1)Cl)CO 2-((1R,3S)-3-amino-4-hydroxy-1-thiazol-5-yl-butylsulfanyl)-4-chloro-benzonitrile